The molecule is a hydroxyoctadecatrienoic acid that consists of 6Z,9Z,11E-octadecatrienoic acid having the hydroxy group located at position 13. It has a role as a metabolite. CCCCCC(/C=C/C=C\\C/C=C\\CCCCC(=O)O)O